5-bromo-2-((tetrachloro-λ5-phosphaneyl)amino)pyridine-3-sulfonyl chloride BrC=1C=C(C(=NC1)NP(Cl)(Cl)(Cl)Cl)S(=O)(=O)Cl